ClC1=CC=C(C=C1)C(C1=C(C=CC=C1)O)N1CCN(CC1)C1=C(C(=CC=C1)Cl)Cl 2-((4-chlorophenyl)(4-(2,3-dichlorophenyl)piperazin-1-yl)methyl)phenol